NC1=NC=2C=C(C(=CC2C2=C1[C@H](OC2)C)C(=O)N(CC2=CC1=C(N=C(S1)C)C=C2)C21CC(C2)C1)F (R)-4-amino-N-(bicyclo[1.1.1]pent-1-yl)-7-fluoro-3-methyl-N-((2-methylbenzo[d]thiazol-6-yl)methyl)-1,3-dihydrofuro[3,4-c]quinoline-8-carboxamide